1-((1-(2-(4-fluorophenyl)-2-oxoethyl)piperidin-4-yl)methyl)-3-(4-(methoxymethyl)benzyl)urea FC1=CC=C(C=C1)C(CN1CCC(CC1)CNC(=O)NCC1=CC=C(C=C1)COC)=O